ClC1=C(C(=CC=C1)F)N1CCC(CC1)N1C(N(C=2C([C@H]1C)=CN(N2)C2CC2)CC2=C(C=CC=C2)C2CC2)=O (R)-5-[1-(2-Chloro-6-fluoro-phenyl)-piperidin-4-yl]-2-cyclopropyl-7-(2-cyclopropyl-benzyl)-4-methyl-2,4,5,7-tetrahydro-pyrazolo[3,4-d]pyrimidin-6-on